F[C@@H]1[C@@H](C1)C(=O)NC=1N=C2N(C=C(C=C2)C=2C=NC=CC2OC)C1 (1S,2S)-2-fluoro-N-(6-(4-methoxypyridin-3-yl)imidazo[1,2-a]pyridin-2-yl)cyclopropane-1-carboxamide